C(C1=CC=CC=C1)SC[C@@H]1N([C@@H](OC1=O)C(C)(C)C)C(=O)OCC1=CC=CC=C1 Benzyl (2S,4R)-4-((benzylthio)methyl)-2-(tert-butyl)-5-oxooxazolidine-3-carboxylate